N-[[4-[5-(trifluoromethyl)-1,2,4-oxadiazol-3-yl]phenyl]methyl]propan-amide FC(C1=NC(=NO1)C1=CC=C(C=C1)CNC(CC)=O)(F)F